C1(CC1)C=1C=C(C=C(C1)C1=C(C=C(C=C1C)C)CCCCC=C)[C@H](CC(=O)OCC)NC([C@@H](CC=C)O)=O Ethyl (S)-3-(5-cyclopropyl-2'-(hex-5-en-1-yl)-4',6'-dimethyl-[1,1'-biphenyl]-3-yl)-3-((R)-2-hydroxypent-4-enamido)propanoate